C(#N)C(NC(=O)[C@@H]1[C@H]2C([C@H]2CN1C([C@H](C(C)(C)C)NC(C(F)(F)F)=O)=O)(C)C)C1=C2C(=CN=C1)SN=C2C#C (1R,2S,5S)-N-[cyano-(3-ethynylisothiazolo[5,4-c]pyridin-4-yl)methyl]-3-[(2S)-3,3-dimethyl-2-[(2,2,2-trifluoroacetyl)amino]butanoyl]-6,6-dimethyl-3-azabicyclo[3.1.0]hexane-2-carboxamide